COC=1C(=CC(=C(C1)NCC1=CC=C(C=C1)C1C(NC(CC1)=O)=O)[N+](=O)[O-])NC1=NC=CC(=N1)C1=CN(C2=CC=CC=C12)C 3-(4-(((5-methoxy-4-((4-(1-methyl-1H-indol-3-yl)pyrimidin-2-yl)amino)-2-nitrophenyl)amino)methyl)phenyl)piperidine-2,6-dione